(6-(4-cyclopropylphenyl)-2-azaspiro[3.3]hept-2-yl)((1s,3s)-3-hydroxy-3-methylcyclobutyl)methanone C1(CC1)C1=CC=C(C=C1)C1CC2(CN(C2)C(=O)C2CC(C2)(C)O)C1